C(C)(C)(C)OC(=O)N1[C@H](CCC[C@H]1CCC)[C@@H](O)C1=CC(=CC=C1)OCC1=CC=CC=C1.C(CC)[Si](I)(CCC)CCC tri-n-propyl-iodosilane tert-butyl-(2R,6R)-2-((S)-(3-(benzyloxy)phenyl)(hydroxy)methyl)-6-propyl-piperidine-1-carboxylate